ClC=1SC=C(C1[C@@]1([C@H](O)[C@H](O)[C@@H](CO)O1)N1C=NC=2C(=O)NC(N)=NC12)Cl (2,4-Dichlorothiophenyl)guanosine